3-Fluorocyclobutanecarboxylic acid FC1CC(C1)C(=O)O